5,8-dihydropyrido[4',3':4,5]thieno[2,3-d]pyrimidine-7(6H)-carboxylic acid tert-butyl ester C(C)(C)(C)OC(=O)N1CC2=C(C3=C(N=CN=C3)S2)CC1